[Cl-].C[N+](CCCCCCCCCCCCCCCC)(C)C N,N,N-trimethylhexadecane-1-aminium chloride